C(C1=C(C(=CC(=C1)C)C(C)(C)C)O)C1=C(C(=CC(=C1)C)C(C)(C)C)O 2,2'-methylene-bis-(4-methyl-6-tertiary butyl-phenol)